(3,5,5,8,8-pentamethyl-6,7-dihydro-1H-cyclopenta[b]naphthalen-1-yl)lithium CC1=CC(C2=CC=3C(CCC(C3C=C21)(C)C)(C)C)[Li]